COCCN1CCN(CC1)C1=CC=C(C=C1)C1=CC2=C(C(=N1)C)C=C(N2C)C2=CC=C(C=C2)S(=O)(=O)C 6-(4-(4-(2-methoxyethyl)piperazin-1-yl)phenyl)-1,4-dimethyl-2-(4-(methylsulfonyl)phenyl)-1H-pyrrolo[3,2-c]pyridine